COC1=CC=2C(C=3N(C2C=C1)C(C1=C(N3)C=NC=C1)=O)=O 9-methoxypyrido[3',4':4,5]pyrimido[1,2-a]indole-5,11-dione